1-[(2R)-2-(4-cyclopropyl-triazol-1-yl)-3,3-dimethyl-butyryl]-4-hydroxy-N-[3-(hydroxymethyl)norbornan-2-yl]pyrrolidine-2-carboxamide C1(CC1)C=1N=NN(C1)[C@@H](C(=O)N1C(CC(C1)O)C(=O)NC1C2CCC(C1CO)C2)C(C)(C)C